COC=1C=C(C=CC1OC)B1OC(C)(C)C(C)(C)O1 3,4-dimethoxyphenyl-Boronic Acid Pinacol Ester